C1(=CC=CC=C1)C1=C(C=2C3=CC=CC=C3C3=CC=CC=C3C2C=C1)C1=C(C=CC=C1)C1=CC=CC=C1 (phenyltriphenylenyl)biphenyl